BrC1=CC=CC=2C=3N(C(=NC12)N[C@H]1C(NCCCC1)=O)N=C(N3)C=3C=NN(C3C)C (3R)-3-{[7-bromo-2-(1,5-dimethyl-1H-pyrazol-4-yl)[1,2,4]triazolo[1,5-c]quinazolin-5-yl]amino}azepan-2-one